4-(6-(4-hydroxythiophen-2-yl)pyrazin-2-yl)-2-methoxybenzoic acid methyl ester COC(C1=C(C=C(C=C1)C1=NC(=CN=C1)C=1SC=C(C1)O)OC)=O